(4-(N-(4-cyclohexylbenzyl)-2-phenoxyacetamido)phenyl)boronic acid C1(CCCCC1)C1=CC=C(CN(C(COC2=CC=CC=C2)=O)C2=CC=C(C=C2)B(O)O)C=C1